C(C)(C)(C)OC(=O)NCC1=CC(=CO1)C(=O)O 5-(((tert-butoxycarbonyl)amino)methyl)furan-3-carboxylic acid